OC(=O)C(F)(F)F.ONC(C1=CC=C(C=C1)CCCN1CCC(CC1)CNC1C(C1)C1=CC=C(C=C1)C(=O)N1CCOCC1)=O N-hydroxy-4-(3-(4-(((2-(4-(morpholine-4-carbonyl)phenyl)cyclopropyl)amino)methyl)piperidin-1-yl)propyl)benzamide TFA Salt